FC=1C(=CC(=NC1)O)C(C(=O)OCC)(C(=O)OCC)C diethyl (5-fluoro-2-hydroxypyridin-4-yl)(methyl)propanedioate